4-((4-aminophenyl)methyl)-3-propoxyaniline NC1=CC=C(C=C1)CC1=C(C=C(N)C=C1)OCCC